C(C)N1C(C=CC=C1)Cl 1-ethylpyridyl chloride